(S)-2-(1-amino-1,3-dihydro-spiro[inden-2,4'-piperidin]-1'-yl)-5-(3-(2-aminopyrimidin-4-yl)prop-1-yn-1-yl)-3-methylpyridin-4(3H)-one NC1C2=CC=CC=C2CC12CCN(CC2)C2=NC=C(C([C@H]2C)=O)C#CCC2=NC(=NC=C2)N